CCCCCCCCCCCCC/C=C/[C@H]([C@H](CO[C@H]1[C@@H]([C@H]([C@H]([C@H](O1)CO)O)O)O)NC(=O)CCCCCCCCCCCCC/C=C\\CCCCCCCC)O The molecule is a N-acyl-beta-D-galactosylsphingosine in which the acyl group is (15Z)-tetracosenoyl. It has a role as a mouse metabolite. It derives from a (15Z)-tetracosenoic acid.